1-(3-chloro-5'-fluoro-2'-hydroxy-3'-(5-(piperazin-1-yl)-6-(1H-pyrazol-4-yl)pyridin-3-yl)-[1,1'-biphenyl]-4-yl)-3-methylimidazolidin-2-one ClC=1C=C(C=CC1N1C(N(CC1)C)=O)C1=C(C(=CC(=C1)F)C=1C=NC(=C(C1)N1CCNCC1)C=1C=NNC1)O